1-(1H-Benzo[d]imidazol-5-yl)-5-(2,6-dichlorophenyl)imidazolidin-2-on N1C=NC2=C1C=CC(=C2)N2C(NCC2C2=C(C=CC=C2Cl)Cl)=O